syn-4-(4-methylpiperazin-1-yl)butan-1-ol CN1CCN(CC1)CCCCO